6-(((2R,3S,4R)-1-(2-(1H-pyrrol-1-yl)ethyl)-4-(3-(2-methoxyethoxy)phenyl)-2-methylpiperidin-3-yl)methoxy)isoindolin-1-one Benzyl-N-(5,5-difluoro-2-oxocyclohexyl)carbamate C(C1=CC=CC=C1)OC(NC1C(CCC(C1)(F)F)=O)=O.N1(C=CC=C1)CCN1[C@@H]([C@H]([C@@H](CC1)C1=CC(=CC=C1)OCCOC)COC1=CC=C2CNC(C2=C1)=O)C